ClC=1C(=C(C=CC1)Cl)Cl trisChlorobenzene